Dimethylhafnium [2',2'''-(pyridine-2,6-diyl)bis(3-((3r,5r,7r)-adamantan-1-yl)-4'-isopropyl-5-methyl-[1,1'-biphenyl]-2-olate)] N1=C(C=CC=C1C1=C(C=CC(=C1)C(C)C)C=1C(=C(C=C(C1)C)C12CC3CC(CC(C1)C3)C2)[O-])C2=C(C=CC(=C2)C(C)C)C=2C(=C(C=C(C2)C)C23CC1CC(CC(C2)C1)C3)[O-].C[Hf+2]C